1-methyl-N-(1'-oxo-2',3'-dihydro-1'H-spiro[cyclobutane-1,4'-isoquinoline]-7'-yl)-1H-pyrazole-4-carboxamide CN1N=CC(=C1)C(=O)NC1=CC=C2C3(CNC(C2=C1)=O)CCC3